CC1(CN2C(OC1)=C(C=N2)[S@](=O)(N)=NC(NC2=C1CCCC1=CC=C2C2=CC(=NC=C2)C(F)(F)F)=O)C (S)-6,6-dimethyl-N'-((5-(2-(trifluoromethyl)pyridin-4-yl)-2,3-dihydro-1H-inden-4-yl)carbamoyl)-6,7-dihydro-5H-pyrazolo[5,1-b][1,3]oxazine-3-sulfonimidamide